CN(C1CCN(CC1)C=1C=CC(=C(C(=O)N[C@H](C)C2=CC(=NC3=CC=CC=C23)C=2C=NN(C2)C)C1)C)C (R)-5-(4-(dimethylamino)piperidin-1-yl)-2-methyl-N-(1-(2-(1-methyl-1H-pyrazol-4-yl)quinolin-4-yl)ethyl)benzamide